5-(4-Chloro-3-hydroxyphenyl)-2-(8-(3-fluorobenzyl)imidazo[1,2-a]pyrazin-6-yl)-5-methyl-4-[(3,3,3-trifluoro-2-hydroxypropyl)amino]-5,7-dihydro-6H-pyrrolo[2,3-d]pyrimidin-6-one ClC1=C(C=C(C=C1)C1(C(NC=2N=C(N=C(C21)NCC(C(F)(F)F)O)C=2N=C(C=1N(C2)C=CN1)CC1=CC(=CC=C1)F)=O)C)O